C1(CCC1)N1CCC(CC1)C=1C(=C(C=CC1)C1=NN(C(O1)=S)CC1=NC=C(C=C1)C=1OC(=NN1)C(F)F)F 5-[3-(1-cyclobutyl-4-piperidyl)-2-fluoro-phenyl]-3-[[5-[5-(difluoromethyl)-1,3,4-oxadiazol-2-yl]-2-pyridyl]methyl]-1,3,4-oxadiazol-2-thione